(3R)-4-[2-chloro-6-(4-methanesulfonyloxan-4-yl)pyrimidin-4-yl]-3-methylmorpholine ClC1=NC(=CC(=N1)N1[C@@H](COCC1)C)C1(CCOCC1)S(=O)(=O)C